Cl.O1CCC2C1CNCC2 octahydrofuro[2,3-c]pyridine hydrochloride